1,6,7-trimethyl-2(1H)-quinoxalinone CN1C(C=NC2=CC(=C(C=C12)C)C)=O